rac-[(5aS,9aR,10R)-6,7,8,9,9a,10-hexahydro-5aH-[1]benzopyrano[3,2-b]pyridin-10-yl]acetic acid N1=C2C(=CC=C1)O[C@@H]1[C@@H]([C@H]2CC(=O)O)CCCC1 |r|